C(#N)C1=CC(=CC=2N=C(OC21)C=2C(=C(C=CC2)C2=C(C(=CC=C2)C=2SC=1CN(CCC1N2)C(C)C)C)C)CN2C[C@@H](CC2)C(=O)O (R)-1-((7-cyano-2-(3'-(5-isopropyl-4,5,6,7-tetrahydrothiazolo[5,4-c]pyridin-2-yl)-2,2'-dimethyl-[1,1'-biphenyl]-3-yl)benzo[d]oxazol-5-yl)methyl)pyrrolidine-3-carboxylic acid